FC1=CC=C(C=C1)CC(C(=O)O)=O 3-(4-fluorophenyl)-2-oxo-propionic acid